4-(4-(2-fluorophenyl)piperazin-1-yl)-6-(1-methyl-1H-pyrazol-3-yl)pyrido[3,2-d]pyrimidine FC1=C(C=CC=C1)N1CCN(CC1)C=1C2=C(N=CN1)C=CC(=N2)C2=NN(C=C2)C